NC1=C(C(=NN1[C@@H]1C[C@@H](CCCC1)N(C(=O)N1N=CN=C1)C)C1=CC=C(C=C1)OC1=CC=CC=C1)C(N)=O N-((1R,3S)-3-(5-amino-4-carbamoyl-3-(4-phenoxyphenyl)-1H-pyrazol-1-yl)cycloheptyl)-N-methyl-1H-1,2,4-triazole-1-carboxamide